2-Amino-7-fluoro-4-((R)-2-fluoro-5-methyl-14-oxo-8,8a,9,10,11,12-hexahydro-7H,14H-pyrazino[1',2':5,6][1,5]diazocino[3,2,1-hi]indol-3-yl)benzo[b]thiophene-3-carbonitrile NC1=C(C2=C(S1)C(=CC=C2C2=C1C=C(N3C1=C(C=C2F)C(N2[C@H](CC3)CNCC2)=O)C)F)C#N